ethyl 3-bromo-2-(2-hydroxy-2-methylpropoxy)-6-methylbenzoate BrC=1C(=C(C(=O)OCC)C(=CC1)C)OCC(C)(C)O